COC(=O)C=1SC2=C(C1)C=CC=C2 1-benzothiophene-2-carboxylic acid methyl ester